FC=1C=C2C=C(NC2=CC1NCC=1N=CSC1)CNC(=O)C1(CC1)C N-((5-fluoro-6-((thiazol-4-ylmethyl)amino)-1H-indol-2-yl)methyl)-1-methylcyclopropane-1-carboxamide